C(C)(C)(C)C1=CC=C(C=C1)CS(=O)(=O)NCC=1SC=C2C1CN(C2=O)C2C(NC(CC2)=O)=O 1-(4-(tert-butyl)phenyl)-N-((5-(2,6-dioxopiperidin-3-yl)-4-oxo-5,6-dihydro-4H-thieno[3,4-c]pyrrol-1-yl)methyl)methanesulfonamide